N1(CCNCC1)CCC#CC=1C=2N(C=CC1)C(=CN2)N2C(NC(CC2)=O)=O 1-[8-(4-Piperazin-1-ylbut-1-ynyl)imidazo[1,2-a]pyridin-3-yl]hexahydropyrimidine-2,4-dione